N-((1S,2R)-2-(2-(Methylamino)acetamido)cyclopentyl)-4-oxo-5-(2-phenylpyridin-4-yl)-4,5-dihydro-3H-1-thia-3,5,8-triazaacenaphthylene-2-carboxamide CNCC(=O)N[C@H]1[C@H](CCC1)NC(=O)C=1SC=2N=CC=C3N(C(NC1C23)=O)C2=CC(=NC=C2)C2=CC=CC=C2